(S)-5-((((6-(2,2'-dichloro-3'-(2-(hydroxymethyl)-4-methoxy-5,7-dihydro-6H-pyrrolo[3,4-d]pyrimidin-6-yl)-[1,1'-biphenyl]-3-yl)-2-methoxypyridin-3-yl)methyl)amino)methyl)pyrrolidin-2-one ClC1=C(C=CC=C1C1=CC=C(C(=N1)OC)CNC[C@@H]1CCC(N1)=O)C1=C(C(=CC=C1)N1CC=2N=C(N=C(C2C1)OC)CO)Cl